[N+](=O)([O-])[O-].NC1=C(C(NC=2N1N=C(C2[N+](=O)[O-])[NH3+])=O)[N+](=O)[O-] N-(7-amino-3,6-dinitro-5-oxo-4,5-dihydropyrazolo[1,5-a]pyrimidin-2-yl)ammonium nitrate